1-(3-hydroxypropyl)-7-oxo-4,5,6,7-tetrahydro-1H-pyrazolo[3,4-c]pyridine-3-carboxylate OCCCN1N=C(C2=C1C(NCC2)=O)C(=O)[O-]